OC1=CC=C(C=C1)CC1=CC=CC=C1 p-hydroxyphenylmethyl-benzene